CNC(=O)C1N=C2N(N1C1=CC=CC=C1)CCC2 N-methyl-3-phenyl-6,7-dihydro-5H-pyrrolo[1,2-b][1,2,4]triazole-2-carboxamide